Dimethylsilylenebis(2,5-dimethyl-3-phenyl-cyclopenta[b]thienyl)hafnium dichloride [Cl-].[Cl-].C[Si](=[Hf+2](C1=C(C=C2SC(C(=C21)C2=CC=CC=C2)C)C)C2=C(C=C1SC(C(=C12)C1=CC=CC=C1)C)C)C